1-methyl-5-[1-(5-nitro-2-pyridyl)-3-(trifluoromethyl)pyrazol-4-yl]imidazole-2-carboxamide CN1C(=NC=C1C=1C(=NN(C1)C1=NC=C(C=C1)[N+](=O)[O-])C(F)(F)F)C(=O)N